(R)-N-(3,3-difluoro-1-(oxetan-3-yl)piperidin-4-yl)-5-(3-(difluoromethyl)imidazo[1,2-a]pyrimidin-6-yl)-4-methoxypyrrolo[2,1-f][1,2,4]triazin-2-amine FC1(CN(CC[C@H]1NC1=NN2C(C(=N1)OC)=C(C=C2)C=2C=NC=1N(C2)C(=CN1)C(F)F)C1COC1)F